C(C)(=O)OC(C(=O)NC(C)(C)C)C(C[C@H]1C(NCC1)=O)NC([C@H](CC1CC1)NC(\C=C\C1=C(C=C(C=C1)Cl)F)=O)=O 1-(tert-butylamino)-3-((S)-2-((E)-3-(4-chloro-2-fluorophenyl)acrylamido)-3-cyclopropylpropanamido)-1-oxo-4-((S)-2-oxopyrrolidin-3-yl)butan-2-yl acetate